benzyl 4-((2-(tert-butoxy)-2-oxoethyl) ((chloromethoxy)carbonyl)amino)-3,3-dimethylbutanoate C(C)(C)(C)OC(CN(CC(CC(=O)OCC1=CC=CC=C1)(C)C)C(=O)OCCl)=O